CC1=C(C=C(C=C1CC1=CC=C(C=C1)C)C)C(=N)N(C)CC (2,5-dimethyl-3-(4-methylbenzyl)phenyl)-N-ethyl-N-methyl-formamidine